1-benzoyl-3-(3-methylphenyl)thiourea C(C1=CC=CC=C1)(=O)NC(=S)NC1=CC(=CC=C1)C